imidazoleOne N=1C(N=CC1)=O